3-fluoro-2-(2H-1,2,3-triazol-2-yl)benzoic acid FC=1C(=C(C(=O)O)C=CC1)N1N=CC=N1